4-(T-Butoxycarbonylamino)benzoic acid C(C)(C)(C)OC(=O)NC1=CC=C(C(=O)O)C=C1